6-chloro-4-(4-{[2-hydroxy-5-(trifluoromethoxy)phenyl]methyl}piperazin-1-yl)-1-methyl-2-oxo-1,2-dihydro-1,5-naphthyridine-3-carbonitrile ClC=1N=C2C(=C(C(N(C2=CC1)C)=O)C#N)N1CCN(CC1)CC1=C(C=CC(=C1)OC(F)(F)F)O